OCCCC(CCCCCC)OC(N)=O carbamic acid 1-hydroxydec-4-yl ester